2-hydroxy-5-(1,2-dihydroxyethyl)phenolate OC1=C(C=C(C=C1)C(CO)O)[O-]